methyl-2-methyl-ethyl propionate (methyl-2-ethyl propionate) CC(C(=O)O)(C)CC.C(CC)(=O)OC(CC)C